N-(1''-(3-vinylbenzoyl)dispiro[cyclopropane-1,1'-cyclohexane-4',3''-indoline]-5''-yl)methanesulfonamide C(=C)C=1C=C(C(=O)N2CC3(C4=CC(=CC=C24)NS(=O)(=O)C)CCC2(CC3)CC2)C=CC1